COC1=C(OC)C(OC)=CC(\C=C\C)=C1 (E)-Isoelemicin